[3-methyl-1-(oxan-2-yl)-1H-pyrazol-5-yl]boronic acid CC1=NN(C(=C1)B(O)O)C1OCCCC1